3-(6-Bromopyridin-2-yl)-8-methyl-5,6,7,8-tetrahydro-[1,2,4]triazolo[4,3-a]pyridine BrC1=CC=CC(=N1)C1=NN=C2N1CCCC2C